(2-Chloropyrimidin-4-yl)-1-methyl-1H-indole ClC1=NC=CC(=N1)C=1N(C2=CC=CC=C2C1)C